2-((1-aminoprop-2-yl)(methanesulfonyl)amino)-9,10-dimethoxy-6,7-dihydro-4H-pyrimido[6,1-a]isoquinolin-4-one NCC(C)N(C1=NC(N2C(C3=CC(=C(C=C3CC2)OC)OC)=C1)=O)S(=O)(=O)C